3-(5-(4-((4'-fluoro-5,5-dimethyl-3,4,5,6-tetrahydro-[1,1'-biphenyl]-2-yl)methyl)-3,3-dimethylpiperazine-1-carbonyl)-1-oxoisoindolin-2-yl)piperidine-2,6-dione FC1=CC=C(C=C1)C1=C(CCC(C1)(C)C)CN1C(CN(CC1)C(=O)C=1C=C2CN(C(C2=CC1)=O)C1C(NC(CC1)=O)=O)(C)C